Ethyl-2,2,3-trimethyl-3-Cyclopentene C(C)C1C(C(=CC1)C)(C)C